CC1=NOC(=C1C=1C=C2C(=NC=NC2=CC1)N1CCC(CC1)C(=O)O)C 1-(6-(3,5-dimethylisoxazol-4-yl)quinazolin-4-yl)piperidine-4-carboxylic acid